C(C=C)(=O)N1[C@H](CN(CC1)C=1C2=C(N=C(N1)N1CC(C1)N(C)C)OC1(CC2)CCCC2=CC=CC=C21)CC#N 2-((2S)-1-acryloyl-4-(2'-(3-(dimethylamino)azetidin-1-yl)-3,4,5',6'-tetrahydro-2H-spiro[naphthalene-1,7'-pyrano[2,3-d]pyrimidin]-4'-yl)piperazin-2-yl)acetonitrile